BrC1=CC=C(C(=C1C=O)OC1=C(C=CC(=C1)F)Cl)COCC1=CC=C(C=C1)OC 6-bromo-2-(2-chloro-5-fluorophenoxy)-3-(((4-methoxyphenyl)methoxy)methyl)benzaldehyde